C(C)(=O)C=1N(C=C(C1)Br)CC(C)=O 1-(2-acetyl-4-bromo-pyrrol-1-yl)propan-2-one